4-((5-(2-butenamido)-2,3-diketoindol-1-yl)methyl)-N-isopropylbenzamide C(C=CC)(=O)NC=1C=C2C(C(N(C2=CC1)CC1=CC=C(C(=O)NC(C)C)C=C1)=O)=O